tert-butyl 7-(8-(2-(((tert-butyldimethylsilyl)oxy)methyl)thieno[3,2-b]pyridin-7-yl)-6-(trifluoromethyl)-3,4-dihydroquinolin-1(2H)-yl)-5-azaspiro[3.4]octane-5-carboxylate [Si](C)(C)(C(C)(C)C)OCC1=CC2=NC=CC(=C2S1)C=1C=C(C=C2CCCN(C12)C1CN(C2(CCC2)C1)C(=O)OC(C)(C)C)C(F)(F)F